ClC1=NC=CC(=C1)C1(C(NC2=CC(=CC=C12)C(F)(F)F)=O)O 3-(2-chloro-4-pyridinyl)-3-hydroxy-6-(trifluoromethyl)indolin-2-one